N-(4-(5-benzamido-1-methyl-1H-pyrazol-3-yl)-3-chlorophenyl)-2-chlorobenzamide C(C1=CC=CC=C1)(=O)NC1=CC(=NN1C)C1=C(C=C(C=C1)NC(C1=C(C=CC=C1)Cl)=O)Cl